6-(10-phenylanthracen-9-yl)-2,3-dihydrobenzo[1,4]dioxine C1(=CC=CC=C1)C1=C2C=CC=CC2=C(C2=CC=CC=C12)C1=CC2=C(OCCO2)C=C1